2-((4-(4-acetylpiperazin-1-yl)phenyl)amino)-8-(2-(1-acryloylazetidin-3-yl)ethyl)pyrido[2,3-d]pyrimidin-7(8H)-one TFA salt OC(=O)C(F)(F)F.C(C)(=O)N1CCN(CC1)C1=CC=C(C=C1)NC=1N=CC2=C(N1)N(C(C=C2)=O)CCC2CN(C2)C(C=C)=O